CC(C(=O)OCC(COC(C(CCCCCC)C)=O)OC(CCCN(CCCC(=O)OC(COC(C(CCCCCC)C)=O)COC(C(CCCCCC)C)=O)C(=O)N1C=NC=C1)=O)CCCCCC [2-[4-[imidazole-1-carbonyl-[4-[2-(2-methyloctanoyloxy)-1-(2-methyl octanoyloxymethyl)ethoxy]-4-oxo-butyl]amino]butanoyloxy]-3-(2-methyloctanoyl oxy)propyl] 2-methyloctanoate